O1CCOC12CC=C(CC2)B2OC(C(O2)(C)C)(C)C 2-{1,4-dioxaspiro[4.5]dec-7-en-8-yl}-4,4,5,5-tetramethyl-1,3,2-dioxaborolane